2-chloro-N-(6-(8-ethyl-2-(((1r,4r)-4-(methyl-amino)cyclohexyl)amino)quinazolin-6-yl)pyridazin-3-yl)benzene-sulfonamide ClC1=C(C=CC=C1)S(=O)(=O)NC=1N=NC(=CC1)C=1C=C2C=NC(=NC2=C(C1)CC)NC1CCC(CC1)NC